CC1=NN2C(N=C(C=C2NCC2(CCNCC2)C2=CC=CC=C2)C(F)(F)F)=C1 2-methyl-N-((4-phenylpiperidin-4-yl)methyl)-5-(trifluoromethyl)pyrazolo[1,5-a]pyrimidin-7-amine